NC=1C=C(C(=C(C(=O)OCC)C1)C=1C=NN(C1)C)F Ethyl 5-amino-3-fluoro-2-(1-methyl-1H-pyrazol-4-yl)benzoate